ClC1=C2N(C(C(=C1)NC1=NC=NC=C1OC)=O)C1(CCCCC1)NC2=O 8-chloro-6-[(5-methoxypyrimidin-4-yl)amino]spiro[2H-imidazo[1,5-a]pyridine-3,1'-cyclohexane]-1,5-dione